4-(1-methylethyl)benzyl alcohol acetate C(C)(=O)OCC1=CC=C(C=C1)C(C)C